BrC1=C(C=O)C(=C(C(=C1F)[Si](C)(C)C)F)F 2-Bromo-3,5,6-trifluoro-4-(trimethylsilyl)benzaldehyde